2,3-dibromo-1,4-bis(triethylsiloxy)but-2-ene BrC(CO[Si](CC)(CC)CC)=C(CO[Si](CC)(CC)CC)Br